Methylenebiphenol phosphorus [P].C=C1C(=C(C=CC1)O)C=1C(=CC=CC1)O